C(C1=CC=CC=C1)C=1N=C(N(C1CCN(C(C)C)C(C)C)C1=CC=C(C=C1)C)N1C=NC=C1 N-(2-(4'-Benzyl-1'-(p-tolyl)-1'H-[1,2'-biimidazol]-5'-yl)ethyl)-N-isopropylpropan-2-amine